4-[(3aR,9bR)-7-{[2-fluoro-6-(trifluoromethyl)phenyl]methoxy}-9b-(4-fluorobenzenesulfonyl)-1H,2H,3H,3aH,4H,5H,9bH-benzo[e]indole-3-carbonyl]-1λ6-thiane-1,1-dione FC1=C(C(=CC=C1)C(F)(F)F)COC1=CC2=C([C@@]3(CCN([C@@H]3CC2)C(=O)C2CCS(CC2)(=O)=O)S(=O)(=O)C2=CC=C(C=C2)F)C=C1